sodium perfluoropropionate FC(C(=O)[O-])(C(F)(F)F)F.[Na+]